COC(CC1CC=C(CC1)B(O)O)=O [4-(2-methoxy-2-oxo-ethyl)cyclohexen-1-yl]boronic acid